pyrimido[4,5-D]pyrimidine N1=CN=CC=2C1=NC=NC2